(S)-6-benzhydryl-11-hydroxy-3-(trifluoromethyl)-5,6-dihydro-10H-imidazo[1,2-a]pyrido[2,1-c]pyrazin-10-one C(C1=CC=CC=C1)(C1=CC=CC=C1)[C@@H]1N2C(C=3N(C1)C(=CN3)C(F)(F)F)=C(C(C=C2)=O)O